3-[3-[3-Oxo-3-(4-phenylphenyl)prop-1-enyl]phenoxy]propanoic acid O=C(C=CC=1C=C(OCCC(=O)O)C=CC1)C1=CC=C(C=C1)C1=CC=CC=C1